CN1CCC2=CC(=CC=C12)S(=O)(=O)N1CCC(CC1)C1=CC=CC=C1 1-Methyl-5-[(4-phenyl-1-piperidinyl)sulfonyl]indoline